ClC=1C(N(C(=CC1O)C)C1=CC(=NC=C1Cl)N1N=C(C(=C1)C)C(C)(C)O)=O 3,5'-dichloro-4-hydroxy-2'-(3-(2-hydroxypropan-2-yl)-4-methyl-1H-pyrazol-1-yl)-6-methyl-2H-[1,4'-bipyridin]-2-one